N-{4-chloro-2-[(1E)-2-(hydroxycarbamoyl)eth-1-en-1-yl]phenyl}-2-(4-fluorophenoxy)benzamide ClC1=CC(=C(C=C1)NC(C1=C(C=CC=C1)OC1=CC=C(C=C1)F)=O)\C=C\C(NO)=O